(R)-4-((1-(3-(difluoromethyl)-2-fluorophenyl)ethyl)amino)-2-methyl-6-morpholino-8-(pyrazolo[1,5-a]pyrimidin-6-yl)pyrido[4,3-d]pyrimidine-7(6H)-one FC(C=1C(=C(C=CC1)[C@@H](C)NC=1C=2C(N=C(N1)C)=C(C(N(C2)N2CCOCC2)=O)C=2C=NC=1N(C2)N=CC1)F)F